2-((3-cyclopropoxy-1-(1-methoxypropan-2-yl)-1H-pyrazol-4-yl)amino)-7-(tetrahydro-2H-pyran-4-yl)-7H-pyrrolo[2,3-d]pyrimidine-6-carbonitrile C1(CC1)OC1=NN(C=C1NC=1N=CC2=C(N1)N(C(=C2)C#N)C2CCOCC2)C(COC)C